1,3-bis[1-(methoxymethyl)propyl]imidazolium COCC(CC)N1C=[N+](C=C1)C(CC)COC